C(C1=CC=CC=C1)O[C@@H]([C@@H](C(=O)OCC1=CC=CC=C1)N1C(C2(C1)CCC(CC2)C)=O)C Benzyl (2S,3R)-3-(Benzyloxy)-2-(7-Methyl-1-Oxo-2-Azaspiro[3.5]Nonan-2-Yl)Butanoate